C(#N)C=1C=C2CN(CC2=CC1)C1=NC2=C(C=C(C=C2C(N1C)=O)C)C(C)NC1=C(C(=O)OC)C=CC=C1 methyl 2-((1-(2-(5-cyanoisoindolin-2-yl)-3,6-dimethyl-4-oxo-3,4-dihydroquinazolin-8-yl)ethyl)amino)benzoate